CC1=C(C=NN1)C=1C=CC2=C(C=3CN(C(C3C=C2)=O)CC(C(=O)N)=C)C1 2-{[8-(5-methyl-1H-pyrazol-4-yl)-3-oxo-1H,2H,3H-benzo[e]isoindol-2-yl]methyl}prop-2-enamide